1,2,3,4-tetrazole-5-carboxylate N1N=NN=C1C(=O)[O-]